((2,2,2-trifluoroethyl)amino)piperidine-1-carboxylic acid tert-butyl ester C(C)(C)(C)OC(=O)N1C(CCCC1)NCC(F)(F)F